NC1=C2N=C(N(C2=NC(=N1)OCCOC)CC1=CC=C(C(=O)O)C=C1)O 4-((6-amino-8-hydroxy-2-(2-methoxyethoxy)-9H-purin-9-yl)methyl)benzoic acid